N-methyl-2-[4-(2-methyl-7-morpholino-quinazolin-5-yl)oxy-cyclohexyl]Pyrimidine-4-carboxamide CNC(=O)C1=NC(=NC=C1)C1CCC(CC1)OC1=C2C=NC(=NC2=CC(=C1)N1CCOCC1)C